(S)-2-((1-(5-(3',5'-difluoro-[1,1'-biphenyl]-4-yl)-1,2,4-oxadiazol-3-yl)ethyl)carbamoyl)-4-methoxypyridin-3-yl isobutyrate C(C(C)C)(=O)OC=1C(=NC=CC1OC)C(N[C@@H](C)C1=NOC(=N1)C1=CC=C(C=C1)C1=CC(=CC(=C1)F)F)=O